CC(C=C)C1OC1 2-(1-methyl-2-propen-1-yl)oxirane